(R)-1-(5-chloro-3-fluoro-pyridin-2-yl)-4-(4-chlorobenzyl)-3-isopropylpiperazine-2,5-dione ClC=1C=C(C(=NC1)N1C([C@H](N(C(C1)=O)CC1=CC=C(C=C1)Cl)C(C)C)=O)F